N-((6-(2-chloro-3-(3-chloro-2-(3-methoxy-4-(((tetrahydro-2H-pyran-4-yl)amino)methyl)phenyl)pyridin-4-yl)phenyl)-2-methoxypyridin-3-yl)methyl)-N-methyltetrahydro-2H-pyran-4-amine ClC1=C(C=CC=C1C1=C(C(=NC=C1)C1=CC(=C(C=C1)CNC1CCOCC1)OC)Cl)C1=CC=C(C(=N1)OC)CN(C1CCOCC1)C